NC1=NC=NN2C1=C(C=C2C=2C=CC(=C(C(=O)N[C@@H]1CN(C[C@@H]1F)C(=O)C1=NC=C(C=C1F)F)C2)C)C(F)(F)F 5-[4-amino-5-(trifluoromethyl)pyrrolo[2,1-f][1,2,4]triazin-7-yl]-N-[(3R,4S)-1-(3,5-difluoropyridine-2-carbonyl)-4-fluoropyrrolidin-3-yl]-2-methylbenzamide